C1(CC1)C([C@@H](C=1OC2=C(N1)C=C(C=C2)CN2C(N[C@@H](C2)C(F)(F)F)=O)NC(=O)C=2N(C=CN2)C)C2CC2 N-((S)-2,2-dicyclopropyl-1-(5-(((S)-2-oxo-4-(trifluoromethyl)imidazolidin-1-yl)methyl)benzo[d]oxazol-2-yl)ethyl)-1-methyl-1H-imidazole-2-carboxamide